ClC=1C(=NC(=C(C(=O)NC2=CC(=C(C=C2)Cl)C(N)=NO)C1)N1CCC(CCC1)(F)F)C 5-chloro-2-(4,4-difluoroazepan-1-yl)-N-(4-chloro-3-(N'-hydroxyamidino)phenyl)-6-methylnicotinamide